C(#N)C=1C(=CC=C(C(=O)[O-])C1)C 5-cyano-4-methylbenzoate